((3a'R,4'R,6'R,6a'S)-4'-(4,6-dichloro-1H-pyrazolo[3,4-b]pyridin-1-yl)-6'-ethynyltetrahydrospiro[cyclopentane-1,2'-furo[3,4-d][1,3]dioxol]-6'-yl)methanol ClC1=C2C(=NC(=C1)Cl)N(N=C2)[C@@H]2O[C@]([C@H]1OC3(O[C@H]12)CCCC3)(C#C)CO